(S)-2-((4-(2-(4-chloro-2-fluorophenyl)-2-methylbenzo[d][1,3]dioxol-4-yl)piperidin-1-yl)methyl)-3-(tetrahydro-2H-pyran-4-yl)-5-(5-(trifluoromethyl)-4H-1,2,4-triazol-3-yl)pyridine ClC1=CC(=C(C=C1)[C@@]1(OC2=C(O1)C=CC=C2C2CCN(CC2)CC2=NC=C(C=C2C2CCOCC2)C2=NN=C(N2)C(F)(F)F)C)F